OC(C[N+](CCCCCCCC)(C)CCCCCCCCCC)CS(=O)(=O)O N-(2-hydroxy-3-sulfopropyl)-N-methyl-N-octyl-1-decylammonium